N=1C=C(N2N=CC=CC21)C=O imidazo[1,2-b]pyridazin-3-carbaldehyde